ClC1=C(C=CC(=C1)CNCCC(=O)NCCCNC1=C2C=NNC2=CC(=C1)C=1N=C(NC1)C)C1=CC=CC=C1 3-(((2-chloro-[1,1'-biphenyl]-4-yl)methyl)amino)-N-(3-((6-(2-methyl-1H-imidazol-4-yl)-1H-indazol-4-yl)amino)propyl)propanamide